FC(C1=CC=C(C=N1)C1CC2(CN(C2)C(=O)N2CC(C2)OCC2=CC=C(C=C2)S(=O)(=O)C(F)(F)F)C1)(F)F [6-[6-(trifluoromethyl)-3-pyridinyl]-2-azaspiro[3.3]heptan-2-yl]-[3-[[4-(trifluoromethylsulfonyl)phenyl]methoxy]azetidin-1-yl]methanone